5-[4-amino-5-(trifluoromethyl)pyrrolo[2,1-f][1,2,4]triazin-7-yl]-N-{4-fluoro-1-[(quinolin-4-yl)methyl]pyrrolidin-3-yl}-2-methoxypyridine-3-carboxamide NC1=NC=NN2C1=C(C=C2C=2C=C(C(=NC2)OC)C(=O)NC2CN(CC2F)CC2=CC=NC1=CC=CC=C21)C(F)(F)F